2-(3-(2-(4H-1,2,4-triazol-4-yl)ethyl)-2-oxoimidazolidin-1-yl)-4,6-bis(trifluoromethyl)phenyl (4-fluorophenyl)(methyl-d3)carbamate FC1=CC=C(C=C1)N(C(OC1=C(C=C(C=C1C(F)(F)F)C(F)(F)F)N1C(N(CC1)CCN1C=NN=C1)=O)=O)C([2H])([2H])[2H]